COC(=O)N1CCOCC1 (Methoxycarbonyl)morpholin